[C@H]12CN(C[C@H](CC1)N2)C=2C1=C(N=C(N2)OCC23CCN(CC2)CC3)C(=C(N=C1)C1=CC(=CC3=CC=C(C(=C13)C#C)F)O)F 4-(4-((1R,5S)-3,8-diazabicyclo[3.2.1]oct-3-yl)-8-fluoro-2-(1-azabicyclo[2.2.2]oct-4-ylmethoxy)pyrido[4,3-d]pyrimidin-7-yl)-5-ethynyl-6-fluoronaphthalen-2-ol